COC1(CCN(CC1)C(=O)OC(C)(C)C)C1=CC2=C(NC(N2C)=O)C=C1 Tert-butyl 4-methoxy-4-(3-methyl-2-oxo-1H-benzimidazol-5-yl)piperidine-1-carboxylate